1-{5-chloro-2-[4-(4-ethyl-piperazin-1-yl)-3-methyl-phenylamino]-pyrimidin-4-yl}-1H-indole-3-carboxamide ClC=1C(=NC(=NC1)NC1=CC(=C(C=C1)N1CCN(CC1)CC)C)N1C=C(C2=CC=CC=C12)C(=O)N